[C@H]12N(C[C@H](NC1)CC2)C=2C=CC=1N=CN=C(C1N2)NC2=C(C(=C(C=C2)OCC2CC2)Cl)F 6-((1R,4R)-2,5-Diazabicyclo[2.2.2]octan-2-yl)-N-(3-chloro-4-(cyclopropylmethoxy)-2-fluorophenyl)pyrido[3,2-d]pyrimidin-4-amine